5-[6-chloro-3-(1H-imidazol-5-yl)imidazo[1,2-a]pyrimidin-2-yl]-3-(trifluoromethyl)-1H-1,2,4-triazole ClC=1C=NC=2N(C1)C(=C(N2)C2=NC(=NN2)C(F)(F)F)C2=CN=CN2